1-chlorohept-4,6-dien-3-one ClCCC(C=CC=C)=O